COC1=CC(=NC=C1)C1=CC=C(CN2C3=C(C=C2)SC=C3C(=O)NC3CC2(CC(C2)C(=O)O)C3)C=C1 6-(4-(4-(4-methoxypyridin-2-yl)benzyl)-4H-thieno[3,2-b]pyrrole-3-carboxamido)spiro[3.3]heptane-2-carboxylic acid